[N-]=C=O.C1=CCCC1 cyclopentene isocyanate